2-(pyrrolidin-1-yl)ethan-1-ol N1(CCCC1)CCO